C(C)(C)(C)OC(CC(C(C)(C)C1=CC(=C(C=C1)C)I)=O)=O 4-(3-iodo-4-methylphenyl)-4-methyl-3-oxopentanoic acid tert-butyl ester